2-tetracosylamino-1,4-naphthoquinone C(CCCCCCCCCCCCCCCCCCCCCCC)NC=1C(C2=CC=CC=C2C(C1)=O)=O